(S)-2-((2-((3r,5S)-5-(difluoromethyl)-3-methoxy-2-carbonyl-pyrrolidin-1-yl)-5,6-dihydrobenzo[f]imidazo[1,2-d][1,4]oxazepin-9-yl)amino)propanamide FC([C@@H]1C[C@H](C(N1C=1N=C2N(CCOC3=C2C=CC(=C3)N[C@H](C(=O)N)C)C1)=C=O)OC)F